S1C=NC2=C1C=CC(=C2)N2CC(CCC2)O (benzo[d]thiazol-5-yl)piperidin-3-ol